C1(CCC1)CC(=O)NC1=NN(C(=C1C1CCC1)C1=CC=C(C=C1)F)C 2-cyclobutyl-N-(4-cyclobutyl-5-(4-fluorophenyl)-1-methyl-1H-pyrazol-3-yl)acetamide